C(C)(C)N1CCC(CC1)NC1CCC(CC1)C1=NNC(=C1C(C)C)C=1C=C(C=2N(C1)N=CN2)C 1-isopropyl-N-(4-(4-isopropyl-5-(8-methyl-[1,2,4]triazolo[1,5-a]pyridin-6-yl)-1H-pyrazol-3-yl)cyclohexyl)piperidin-4-amine